2-methyl-3-butyl-1,4-Cyclohexanedicarboxylic acid CC1C(CCC(C1CCCC)C(=O)O)C(=O)O